cyclopropylmethyl carbamate (cyclopropyl methyl carbamate) C1(CC1)CNC(O)=O.C(N)(OCC1CC1)=O